2-chloro-4-((5-methoxybenzofuran-7-yl)oxy)benzoyl chloride ClC1=C(C(=O)Cl)C=CC(=C1)OC1=CC(=CC=2C=COC21)OC